BrC=1C=CC(N(C1)C(C(=O)C1=C(N(C(=C1)C)CC1=NC=CC=N1)C)C)=O 5-bromo-1-(1-(2,5-dimethyl-1-(pyrimidin-2-ylmethyl)-1H-pyrrol-3-yl)-1-oxopropan-2-yl)pyridin-2(1H)-one